N-(4-(5-amino-1,4-dimethyl-1H-pyrazol-3-yl)phenyl)-2-chlorobenzamide NC1=C(C(=NN1C)C1=CC=C(C=C1)NC(C1=C(C=CC=C1)Cl)=O)C